FC=1C=NC(=NC1)C=1C=C(C[C@@]2(C[C@H]([C@@H](C2)NS(=O)(=O)C)C)C(=O)[O-])C=CC1 |o1:11,13,14| (1R*,3R*,4R*)-1-(3-(5-fluoropyrimidin-2-yl)benzyl)-3-methyl-4-(methylsulfonamido)cyclopentane-1-carboxylate